5-(4,4,5,5-tetramethyl-1,3,2-dioxaborolan-2-yl)-2,3-dihydro-1H-inden-1-ol CC1(OB(OC1(C)C)C=1C=C2CCC(C2=CC1)O)C